(2E,3Z)-5-{[1-(2,4-dichlorophenyl)-1H-pyrazol-3-yl]oxy}-2-(methoxyimino)-N,3-Dimethylpent-3-enamide ClC1=C(C=CC(=C1)Cl)N1N=C(C=C1)OC\C=C(/C(/C(=O)NC)=N\OC)\C